FC1=C(C=CC=C1)CC(=O)Cl 2-(2-fluorophenyl)acetyl chloride